N1=CCOC2=C1C1=C(C=C2)N=CC=C1 pyrido(3,2-f)-(1,4)benzoxazine